2-(tert-butoxycarbonylamino)-2-cyclooctylacetic acid C(C)(C)(C)OC(=O)NC(C(=O)O)C1CCCCCCC1